C(C=C)OC1=CC=C(C=C1)C1(C2=CC=CC=C2C=2C=CC=CC12)C1=CC=C(C=C1)OCC=C 9,9-di(4-allyloxyphenyl)fluorene